3-(5-{[(4-carbamimidoylphenyl)methyl]amino}-4-methyl-1-(thiophene-3-carbonyl)-1H-pyrazol-3-yl)-N,N,2-trimethyl-4-oxoazetidine-1-carboxamide C(N)(=N)C1=CC=C(C=C1)CNC1=C(C(=NN1C(=O)C1=CSC=C1)C1C(N(C1=O)C(=O)N(C)C)C)C